C1(CC1)C1(CC(C1)N(C(C=C)=O)C)OC=1C=2N(C=C(N1)C=1C=NN(C1)C)N=CC2 N-((1s,3s)-3-cyclopropyl-3-((6-(1-methyl-1H-pyrazol-4-yl)pyrazolo[1,5-a]pyrazin-4-yl)oxy)cyclobutyl)-N-methylacrylamide